8-chloro-4-(5-(difluoromethyl)-1,3,4-thiadiazol-2-yl)-N-(1-methylcyclopropyl)-2-(piperazin-1-yl)quinazoline-6-sulfonamide ClC=1C=C(C=C2C(=NC(=NC12)N1CCNCC1)C=1SC(=NN1)C(F)F)S(=O)(=O)NC1(CC1)C